1,1,1-tris(4-isocyanatophenyl)ethane N(=C=O)C1=CC=C(C=C1)C(C)(C1=CC=C(C=C1)N=C=O)C1=CC=C(C=C1)N=C=O